(7S)-9-(2,6-difluorophenyl)-3,7-dimethyl-16-oxa-18-thia-2,4,5,8-tetraza-tetracyclo[8.8.0.02,6.011,17]octadeca-1(10),3,5,8,11(17)-pentaen-14-ol FC1=C(C(=CC=C1)F)C1=N[C@H](C2=NN=C(N2C=2SC=3OCC(CCC3C12)O)C)C